C(C)(C)N1[C@@H](CCC1)C=1N(C(C2=C(N1)C=NC(=C2)C)=O)C2=CC=C(C(=O)NC)C=C2 (S)-4-(2-(1-isopropylpyrrolidin-2-yl)-6-methyl-4-oxopyrido[3,4-d]pyrimidin-3(4H)-yl)-N-methylbenzamide